CC=1C(=C(O)C=C(C1O)C(=O)O)C(=O)O methyl-2,5-dicarboxyl-hydroquinone